N1(N=CC=C1)[B-](N1N=CC=C1)(N1N=CC=C1)N1N=CC=C1.FC1=C(C=CC(=C1)F)C1=NC=CC=C1.FC1=C(C=CC(=C1)F)C1=NC=CC=C1.[Ir+3].N1(N=CC=C1)[B-](N1N=CC=C1)(N1N=CC=C1)N1N=CC=C1.N1(N=CC=C1)[B-](N1N=CC=C1)(N1N=CC=C1)N1N=CC=C1 Iridium (III) bis(2,4-difluorophenylpyridine) tetra(1-pyrazolyl)borate